C(C1=CC=CC=C1)OC(=O)NCCC1=CC(=C(C=C1)N1CCN(CC1)C(=O)OC(C)(C)C)F tert-Butyl 4-(4-(2-(((benzyloxy)carbonyl)amino)ethyl)-2-fluorophenyl)piperazine-1-carboxylate